tert-Butyl 6'-fluoro-5,6-dihydro[3,3'-bipyridine]-1(4H)-carboxylate FC1=CC=C(C=N1)C1=CN(CCC1)C(=O)OC(C)(C)C